N-(4-(7-(((1r,3r)-3-(dimethylamino)cyclobutyl)amino)-1-isopropyl-2-oxo-1,4-dihydropyrimido[4,5-d]pyrimidin-3(2H)-yl)-2-fluorophenyl)-1-(4-fluorophenyl)methanesulfonamide CN(C1CC(C1)NC1=NC=C2C(=N1)N(C(N(C2)C2=CC(=C(C=C2)NS(=O)(=O)CC2=CC=C(C=C2)F)F)=O)C(C)C)C